C(C1CO1)C(C(C)O)O glycidyl-1,2-propanediol